(8Z)-oxacyclohexadec-8-en-2-one O1C(CCCCC\C=C/CCCCCCC1)=O